4-(3,3-dimethylpiperazin-1-yl)-N-(7-methoxy-2-methyl-[1,2,4]triazolo[1,5-a]pyridin-6-yl)-2,3-dihydro-1H-pyrrolo[2,3-b]pyridine-1-carboxamide 2,2,2-trifluoroacetate FC(C(=O)O)(F)F.CC1(CN(CCN1)C1=C2C(=NC=C1)N(CC2)C(=O)NC=2C(=CC=1N(C2)N=C(N1)C)OC)C